OC1=C(C=C(C=C1)CCC(CCCCCC)=O)OC 1-(4-hydroxy-3-methoxyphenyl)nonan-3-one